ClC1=CC(=C(S1)C(=O)OC)OCC(=O)N(C)C Methyl 5-chloro-3-(2-(dimethylamino)-2-oxoethoxy)thiophene-2-carboxylate